ClC1=CC2=C(C(NN=C2CN2C(C3=CC=CC=C3C2=O)=O)=O)C=N1 2-[(7-chloro-4-oxo-3H-pyrido[3,4-d]pyridazin-1-yl)methyl]isoindoline-1,3-dione